CC1(CCC2(CCC(O2)OC(C(C)O)C)CC1)C 3-((8,8-Dimethyl-1-oxaspiro[4.5]dec-2-yl)oxy)butan-2-ol